N-(3-(dimethylamino)-propyl)-N'-ethylcarbodiimide hydrochloride Cl.CN(CCCN=C=NCC)C